N-[(4S)-chroman-4-yl]-4-morpholino-8-phenylsulfanyl-1,7-naphthyridine-3-carboxamide O1CC[C@@H](C2=CC=CC=C12)NC(=O)C=1C=NC2=C(N=CC=C2C1N1CCOCC1)SC1=CC=CC=C1